methyl-[2,3'-bithiophene]-5-carbaldehyde CC1=C(SC(=C1)C=O)C1=CSC=C1